BrC=1C(=NN(C1C)C1CCN(CC1)C(=O)OC(C)(C)C)CCO tert-Butyl 4-[4-bromo-3-(2-hydroxy ethyl)-5-methyl-pyrazol-1-yl]piperidine-1-carboxylate